[OH-].COCCOCCCN1C=[N+](C=C1)CCCOCCOC 1,3-bis[3-(2-methoxyethoxy)propyl]imidazolium hydroxide